thiazolo[4,5-d]pyridazine-2-carboxylic acid hydrazide S1C(=NC=2C=NN=CC21)C(=O)NN